(2S,3R)-tert-Butyl 2-((tert-butyldiphenylsilyloxy)methyl)-3-(4-octylphenyl)pyrrolidine-1-carboxylate [Si](C1=CC=CC=C1)(C1=CC=CC=C1)(C(C)(C)C)OC[C@H]1N(CC[C@@H]1C1=CC=C(C=C1)CCCCCCCC)C(=O)OC(C)(C)C